[V].[Cs].[Rb] rubidium cesium vanadium